methyl 1-((3-methyl-1H-indol-5-yl) sulfonyl)-1H-pyrrole-3-carboxylate CC1=CNC2=CC=C(C=C12)S(=O)(=O)N1C=C(C=C1)C(=O)OC